N-{1-[(oxolan-2-yl)methyl]-1H-pyrazol-4-yl}-1H-1,3-benzodiazole-5-carboxamide O1C(CCC1)CN1N=CC(=C1)NC(=O)C1=CC2=C(NC=N2)C=C1